N1C(=NC2=C1C=CC=C2)C(=O)C2(CC(=CC=C2OCC)N2C1(CCC2)C=C2C=CC(=CC2=C1)C1=CNC2=CC=CC=C12)OCC 3-(1H-benzimidazole-2-carbonyl)-3,4-diethoxyphenyl-5-(1H-indol-3-yl)spiro[indene-2,2'-pyrrolidine]